ClC=1C=C(C=C(C1C1CC1)C1=C(C=C2C(=NC(=NC2=C1)OC[C@]12CCCN2C[C@@H](C1)F)N1C2(CC2)CNCC1)F)O 3-chloro-4-cyclopropyl-5-(6-fluoro-2-(((2R,7aS)-2-fluorotetrahydro-1H-pyrrolizin-7a(5H)-yl)methoxy)-4-(4,7-diazaspiro[2.5]octan-4-yl)quinazolin-7-yl)phenol